CN1C(=NC2=C(C=C(C=C2C1=O)C)\C(\C)=N/[S@](=O)C(C)(C)C)C1=CC=C(C=C1)S(=O)(=O)C (R,Z)-N-(1-(3,6-dimethyl-2-(4-(methylsulfonyl)phenyl)-4-oxo-3,4-dihydroquinazolin-8-yl)ethylidene)-2-methylpropane-2-sulfinamide